tert-butyl rac-(1R,2S)-2-(2,2-difluoro-5-hydroxypentyl)cyclopropane-1-carboxylate FC(C[C@H]1[C@@H](C1)C(=O)OC(C)(C)C)(CCCO)F |r|